N-(3-fluoro-5-morpholinophenyl)-2-(1H-imidazol-1-yl)-6-(trifluoromethyl)pyrimidine-4-carboxamide FC=1C=C(C=C(C1)N1CCOCC1)NC(=O)C1=NC(=NC(=C1)C(F)(F)F)N1C=NC=C1